(1S)-1,5-anhydro-1-C-{3-[(1-benzothiophen-2-yl)methyl]-4-fluorophenyl}-D-glucitol S1C(=CC2=C1C=CC=C2)CC=2C=C(C=CC2F)[C@H]2[C@H](O)[C@@H](O)[C@H](O)[C@H](O2)CO